(8E)-8-undecenylmagnesium chloride C(CCCCCC\C=C\CC)[Mg]Cl